N-(3-((5-((6,6-dimethylpiperidin-3-yl)oxy)-3-isopropylpyrazolo[1,5-a]pyrimidine-7-yl)amino)phenyl)benzamide CC1(CCC(CN1)OC1=NC=2N(C(=C1)NC=1C=C(C=CC1)NC(C1=CC=CC=C1)=O)N=CC2C(C)C)C